C1=C(C=CC=2C3=CC=C(C=C3CC12)C1=CC=C(C(C(=O)O)=C1)C(=O)O)C1=CC=C(C(C(=O)O)=C1)C(=O)O 5,5'-(9H-fluorene-2,7-diyl)diphthalic acid